ClC=1C=CC(=C(C1)C1=CC(=C(N=N1)OCC1=CC2=C(OC(O2)(C)C)C=C1)N)F 6-(5-chloro-2-fluorophenyl)-3-[(2,2-dimethyl-2H-1,3-benzodioxol-5-yl)methoxy]pyridazin-4-amine